N[C@@H]1[C@@H](OCC12CCN(CC2)C=2N=CC(=NC2CO)SC2=C(C(=NC=C2)N2CC(C2)C(C#N)(C)C)Cl)C 2-(1-(4-(5-((3s,4s)-4-amino-3-methyl-2-oxa-8-azaspiro[4.5]decan-8-yl)-6-(hydroxymethyl)pyrazin-2-ylthio)-3-chloropyridin-2-yl)azetidin-3-yl)-2-methylpropanenitrile